4-(4,6-dimethylpyrimidin-2-yl)aniline CC1=NC(=NC(=C1)C)C1=CC=C(N)C=C1